COC=1C=C(C=CC1OC)C1=NN=C2SCC(=NN21)CC(=O)OCC Ethyl 2-(3-(3,4-dimethoxyphenyl)-7H-[1,2,4]triazolo[3,4-b][1,3,4]thiadiazin-6-yl)acetate